methyl 4-[(8-chloro-2-methyl-[1,2,4]triazolo[1,5-a]pyridin-6-yl)methyl]cyclohexanecarboxylate ClC=1C=2N(C=C(C1)CC1CCC(CC1)C(=O)OC)N=C(N2)C